NC1=NC=C(C=C1C1=NC=2C(=NC(=CC2)Cl)N1C=1C=C2CC[C@@H](C2=CC1)NC(C)=O)C (S)-N-(5-(2-(2-amino-5-methylpyridin-3-yl)-5-chloro-3H-imidazo[4,5-b]pyridin-3-yl)-2,3-dihydro-1H-inden-1-yl)acetamide